ClC=1C2=C(C(=NC1)N)C(=NN2C(C)C)C2=NOC(=C2C2=NC=C(C=C2)Cl)C2CC2 7-chloro-3-(4-(5-chloropyridin-2-yl)-5-cyclopropylisoxazol-3-yl)-1-isopropyl-1H-pyrazolo[4,3-c]pyridin-4-amine